BrC1=C(C=C(C=C1)S(=O)(=O)N1CCC(CC1)F)F 1-(4-Bromo-3-fluorobenzene-1-sulfonyl)-4-fluoropiperidine